5-(2-{5-[(7R)-7-amino-2-azabicyclo[2.2.1]heptane-2-carbonyl]-7-methoxy-1-methyl-1H-1,3-benzodiazol-2-yl}-1-(cyclopropylmethyl)-1H-pyrrolo[2,3-b]pyridin-6-yl)-2-(hydroxymethyl)phenol N[C@H]1C2N(CC1CC2)C(=O)C2=CC1=C(N(C(=N1)C1=CC=3C(=NC(=CC3)C=3C=CC(=C(C3)O)CO)N1CC1CC1)C)C(=C2)OC